[O-]S(=O)(=O)C(F)(F)F.O(C1=CC=CC=C1)C1=CC=C(C=C1)[S+](C1=CC=CC=C1)C1=CC=CC=C1 (4-PHENOXYPHENYL)DIPHENYLSULFONIUM TRIFLATE